FC1C(C1)C(=O)NC=1N=C2N(C=C(C=C2)C2=C(C=CC(=C2)C2=NNC=C2)CO)C1 2-fluoro-N-(6-(2-(hydroxymethyl)-5-(1H-pyrazol-3-yl)phenyl)imidazo[1,2-a]pyridin-2-yl)cyclopropane-1-carboxamide